OC1=C(C=CC(=C1)C)C1=C(C=C(N=N1)N1[C@@H]2[C@H](OCC1)CCN(C2)C(C)=O)C 1-[(4aS,8aR)-4-[6-(2-hydroxy-4-methyl-phenyl)-5-methyl-pyridazin-3-yl]-3,4a,5,7,8,8a-hexahydro-2H-pyrido[4,3-b][1,4]oxazin-6-yl]ethanone